pyridazin-3-yl-cyclopropanecarboxamide N1=NC(=CC=C1)C1(CC1)C(=O)N